tert-butyl (4S)-4-(hydroxymethyl)-2,2-dimethyl-1,3-oxazolidine-3-carboxylate OC[C@@H]1N(C(OC1)(C)C)C(=O)OC(C)(C)C